CC1(COC1)NS(=O)(=O)C1=CC=CC=C1 N-(3-methyloxetan-3-yl)benzene-1-sulfonamide